C1(CC1)C(=O)N1CCC2=CC(=CC=C12)C=1N=C(SC1C)NC(CC=1C=C(OCCC(CCNC(OC(C)(C)C)=O)C)C=CC1)=O tert-butyl (5-(3-(2-((4-(1-(cyclopropanecarbonyl)indolin-5-yl)-5-methylthiazol-2-yl)amino)-2-oxoethyl)phenoxy)-3-methylpentyl)carbamate